2,3-dimethyl-4-(3-methoxypropoxy)-pyridine nitrogen [N].CC1=NC=CC(=C1C)OCCCOC